6-cyclopropaneamido-4-({2-methoxy-3-[5-(prop-2-enoyl)-4H,6H,7H-pyrazolo[1,5-a]pyrazin-2-yl]phenyl}amino)-N-(2H3)methylpyridazine-3-carboxamide C1(CC1)C(=O)NC1=CC(=C(N=N1)C(=O)NC([2H])([2H])[2H])NC1=C(C(=CC=C1)C1=NN2C(CN(CC2)C(C=C)=O)=C1)OC